ethylhexyl L-lactate C([C@@H](O)C)(=O)OC(CCCCC)CC